(S)-N-((5-bromo-1H-indol-2-yl)methyl)-7-((phenoxathiine-3-carbonyl)glycyl)-1,4-dioxa-7-azaspiro[4.4]nonane-8-carboxamide BrC=1C=C2C=C(NC2=CC1)CNC(=O)[C@H]1N(CC2(OCCO2)C1)C(CNC(=O)C=1C=CC=2SC3=CC=CC=C3OC2C1)=O